(R)-8-(2-(1-oxa-6-azaspiro[3.3]heptane-6-carbonyl)morpholino)-3-(5-(difluoromethyl)-1,3,4-thiadiazol-2-yl)-N-(1-methylcyclopropyl)imidazo[1,5-a]pyridine-6-sulfonamide O1CCC12CN(C2)C(=O)[C@@H]2OCCN(C2)C=2C=1N(C=C(C2)S(=O)(=O)NC2(CC2)C)C(=NC1)C=1SC(=NN1)C(F)F